[C@@H]12OC[C@@H](N(C1)CCOC1=C(C=C(C=C1)NC(=O)C1CC1)C=1C(=NOC1C)C)C2 N-(4-(2-((1S,4S)-2-oxa-5-azabicyclo[2.2.1]heptan-5-yl)ethoxy)-3-(3,5-dimethylisoxazol-4-yl)phenyl)cyclopropanecarboxamide